C(C)OC1=NC=CC=C1C1=NC=2C(NCC3(CCN(CC3)C3=NC=CC(=C3C(F)(F)F)OCCC)C2C=C1)=O 2-(2-ethoxypyridin-3-yl)-1'-[4-propoxy-3-(trifluoromethyl)pyridin-2-yl]spiro[6,7-dihydro-1,7-naphthyridine-5,4'-piperidine]-8-one